butenyl-phosphoryl chloride C(=CCC)P(=O)(Cl)Cl